2-((2-(4-(2-(2,6-dimethylpyridin-4-yl)-3-isopropyl-1H-indol-5-yl)piperidin-1-yl)-2-oxoethyl)(methyl)amino)acetonitrile CC1=NC(=CC(=C1)C=1NC2=CC=C(C=C2C1C(C)C)C1CCN(CC1)C(CN(CC#N)C)=O)C